BrC1=CC=C(OC[C@@H]2COC[C@@](O2)(COC)CCl)C=C1 (2S,6S)-6-((4-bromophenoxy)methyl)-2-(chloromethyl)-2-(methoxymethyl)-1,4-dioxan